3-Butyl formate C(=O)OC(CC)C